N1C[C@H](CCC1)NC=1N=CC2=C(N1)C(=CC(=N2)C=2C=NN(C2)C(C)C)C(=O)N {[(3S)-piperidin-3-yl]amino}-6-[1-(propan-2-yl)-1H-pyrazol-4-yl]pyrido[3,2-d]pyrimidine-8-carboxamide